1-(5-(4-AMINO-7-CYCLOPROPYL-7H-PYRROLO[2,3-D]PYRIMIDIN-5-YL)IMIDAZO[1,2-A]PYRIDIN-8-YL)-3-(3-(1-(TRIFLUOROMETHYL)CYCLOPROPYL)ISOXAZOL-5-YL)UREA NC=1C2=C(N=CN1)N(C=C2C2=CC=C(C=1N2C=CN1)NC(=O)NC1=CC(=NO1)C1(CC1)C(F)(F)F)C1CC1